CNC(=O)C=1N(C=CC=CC1)C(C1=CC=CC=C1)(C1=CC=CC=C1)C1=CC=CC=C1 N-methyl-1-tritylazepine-2-carboxamide